C[Si](CCOCN1N=CC=2C1=NC=C(C2)C=2C=C(N)C=CC2)(C)C 3-(1-((2-(trimethylsilyl)ethoxy)methyl)-1H-pyrazolo[3,4-b]pyridin-5-yl)aniline